3,4-difluorocyclopentane-1-carboxylate FC1CC(CC1F)C(=O)[O-]